(E)-3-(1-(methylsulfonyl)-1H-pyrrol-2-yl)acrylic acid CS(=O)(=O)N1C(=CC=C1)/C=C/C(=O)O